4-((4-(tert-butoxycarbonyl)piperidin-1-yl)methyl)piperidine-1-carboxylic acid benzyl ester C(C1=CC=CC=C1)OC(=O)N1CCC(CC1)CN1CCC(CC1)C(=O)OC(C)(C)C